OC1=C(C=CC=C1)C(C1=CC=CC=C1)=O o-Hydroxy-benzophenone